α-D-Glucopyranosyl-(1→6)-β-D-glucopyranosyl-(1→2)-D-glucose [C@H]1([C@H](O)[C@@H](O)[C@H](O)[C@H](O1)CO)OC[C@@H]1[C@H]([C@@H]([C@H]([C@@H](O1)O[C@@H](C=O)[C@@H](O)[C@H](O)[C@H](O)CO)O)O)O